3-Bromo-2-chlorobenzonitrile BrC=1C(=C(C#N)C=CC1)Cl